ClC=1C=C2C(=NC(=NC2=C(C1C1=CC(=CC2=CC=CC=C12)O)F)NCCCN(C)C)N1C[C@H]2CC[C@@H](C1)N2C(=O)OC(C)(C)C tert-Butyl (1R,5S)-3-(6-chloro-2-((3-(dimethylamino) propyl)amino)-8-fluoro-7-((S or R)-3-hydroxynaphthalen-1-yl)quinazolin-4-yl)-3,8-diazabicyclo[3.2.1]octane-8-carboxylate